CN1N=NC2=C1C=C(C=C2)C2=CNC=1N=C(N=CC12)NC1CCC2(COC2)CC1 5-(1-methyl-1H-benzo[d][1,2,3]triazol-6-yl)-N-(2-oxaspiro[3.5]nonan-7-yl)-7H-pyrrolo[2,3-d]pyrimidin-2-amine